2-((S)-1-(benzyloxy)-3-methyl-1-oxobutan-2-yl)-1-oxo-2,7-diazaspiro[4.5]decane-7-carboxylate C(C1=CC=CC=C1)OC([C@H](C(C)C)N1C(C2(CC1)CN(CCC2)C(=O)[O-])=O)=O